3-(3,4-difluoro-2-methoxy-phenyl)-5-methyl-5-(trifluoromethyl)tetrahydrofuran FC=1C(=C(C=CC1F)C1COC(C1)(C(F)(F)F)C)OC